CC1=CN=CN1 5-Methyl-1H-imidazole